C1(=CC=CC=C1)CC(C#N)C1=C(C=CC=C1)C 3-phenyl-2-(o-tolyl)propionitrile